ClC1=CC=C(C=C1)N(C1=CC(=C(C=C1C)N=CN(C)CC)C)C N'-{4-[(4-chlorophenyl)(methyl)amino]-2,5-dimethylphenyl}-N-ethyl-N-methylimidoformamide